ClC=1C=C2C(C(=C(NC2=CC1OC)C)C1=CC=C(C=C1)C1=CC(=CC=C1)OCC)=O 6-Chloro-3-(3'-ethoxy-[1,1'-biphenyl]-4-yl)-7-methoxy-2-methylquinolin-4(1H)-one